C12OCC(CC1)(CC2)CO[C@@H]([C@@H](CN2CCC(CC2)C(=O)OC)N)C methyl 1-((2R,3R)-3-((2-oxabicyclo[2.2.2]octan-4-yl)methoxy)-2-aminobutyl)piperidine-4-carboxylate